1-[3-(2,4-dioxo-1,3-diazinan-1-yl)-4-fluorobenzoyl]piperidine-4-carbaldehyde O=C1N(CCC(N1)=O)C=1C=C(C(=O)N2CCC(CC2)C=O)C=CC1F